O1N=C(N=C1)C(C)N1C(=C(C2=C1N=CN=C2N)C2=CC=C(C=C2)OC2=CC=CC=C2)C#CC2(CCN(CC2)C(\C=C\CN(C)C)=O)O (E)-1-(4-((7-(1-(1,2,4-oxadiazol-3-yl)ethyl)-4-amino-5-(4-phenoxyphenyl)-7H-pyrrolo[2,3-d]pyrimidin-6-yl)ethynyl)-4-hydroxypiperidin-1-yl)-4-(dimethylamino)but-2-en-1-one